ClC=1C(=NC=CC1C1=NC(=C(C(=C1)F)CNCC1NC(CC1)=O)OC)C=1C(=C(C=CC1)NC(C1=NC=C(C=C1)CNCCO)=O)C N-(3-(3'-chloro-4-fluoro-6-methoxy-5-((((5-oxopyrrolidin-2-yl)methyl)amino)methyl)-[2,4'-bipyridin]-2'-yl)-2-methylphenyl)-5-(((2-hydroxyethyl)amino)methyl)picolinamide